C(C1=CC=CC=C1)OC(=O)NCC1=C(N=NN1C)C1=CC=C(C(=N1)C)OCC1C(CCCC1)C(=O)O 2-(((6-(5-((((benzyloxy)carbonyl)amino)methyl)-1-methyl-1H-1,2,3-triazol-4-yl)-2-methylpyridin-3-yl)oxy)methyl)cyclohexane-1-carboxylic acid